C(C)(C)C1=C(NC2=CC=C(C=C12)C1CCN(CC1)CC(=O)N)C=1C2=C(C(N(C1)C)=O)NN=C2 2-(4-(3-isopropyl-2-(6-methyl-7-oxo-6,7-dihydro-1H-pyrazolo[3,4-c]pyridin-4-yl)-1H-indol-5-yl)piperidin-1-yl)acetamide